C(C1=CC=CC=C1)OC1=C(C=CC2=CC=CC=C12)C(C(=O)NCC=1C2=CC=CC=C2C=2C=CC=CC2C1)CCC (1-(benzyloxy)-2-naphthalen-yl)-N-(phenanthren-9-ylmethyl)pentanamide